4-(5-dodecyl)benzenesulfonic acid CCCCC(CCCCCCC)C1=CC=C(C=C1)S(=O)(=O)O